ClC=1C=2N(C=C(C1)S(=O)(=O)N(COCC[Si](C)(C)C)C1(COC1)C)C(=NC2C)C=2SC(=NN2)C(F)F 8-chloro-3-(5-(difluoromethyl)-1,3,4-thiadiazol-2-yl)-1-methyl-N-(3-methyloxetan-3-yl)-N-((2-(trimethylsilyl)ethoxy)methyl)imidazo[1,5-a]pyridine-6-sulfonamide